Cl\C=C/Cl (Z)-1,2-dichloroethene